11-Hydroxyundecyl 2-methylprop-2-enoate CC(C(=O)OCCCCCCCCCCCO)=C